6-(5-bromo-2-(1-(6-(4,4-difluoropiperidin-1-yl)pyridin-2-yl)-1H-1,2,3-triazol-4-yl)phenyl)-6-azaspiro[2.5]octane BrC=1C=CC(=C(C1)N1CCC2(CC2)CC1)C=1N=NN(C1)C1=NC(=CC=C1)N1CCC(CC1)(F)F